CN([C@@H](COC=1C=CC(=C(C(=O)NC2(CC2)C2=C3C=CC=NC3=CC(=C2)OC)C1)C)C)C (R)-5-(2-(Dimethylamino)propoxy)-N-(1-(7-methoxyquinolin-5-yl)cyclopropyl)-2-methylbenzamide